C(=C\C=C\C=CCCCCCCCC)C(OC)OC(C=C\C=C\C=CCCCCCCCC)OC (3e,8z,11z)-tetradecatrien-1-ylmethoxymethyl ether